N[C@@H](CC(=O)OCC)C=1C=C(C=C(C1F)C)C1=C(C(=CC=C1C)OC)C (S)-ethyl 3-amino-3-(4-fluoro-3'-methoxy-2',5,6'-trimethylbiphenyl-3-yl)propanoate